ClC1=C(C=CC(=C1)OC(F)(F)F)[C@H]1[C@@H](O[C@](C1)(C(F)(F)F)C)C(=O)NC=1C=NC(=CC1)[C@H]1OC(OC1)(C)C |o1:12,13,15| Rel-(2R,3s,5R)-3-(2-chloro-4-(trifluoromethoxy)phenyl)-N-(6-((R)-2,2-dimethyl-1,3-dioxolan-4-yl)pyridin-3-yl)-5-methyl-5-(trifluoromethyl)tetrahydrofuran-2-carboxamide